B(Cl)(Cl)Cl Boron(III) chloride